FC=1C=C(C=CC1F)C1=CC2(CNC2)C1 6-(3,4-difluorophenyl)-2-azaspiro[3.3]hept-5-ene